The molecule is a linear amino tetrasaccharide comprised of beta-D-galactose, N-acetyl-alpha-D-glucosamine, beta-D-galactose and N-acetyl-beta-D-glucosamineresidues linked sequentially (1->4), (1->6) and (1->4). It has a role as an epitope. It is an amino tetrasaccharide and a glucosamine oligosaccharide. CC(=O)N[C@@H]1[C@H]([C@@H]([C@H](O[C@H]1O)CO)O[C@H]2[C@@H]([C@H]([C@H]([C@H](O2)CO[C@@H]3[C@@H]([C@H]([C@@H]([C@H](O3)CO)O[C@H]4[C@@H]([C@H]([C@H]([C@H](O4)CO)O)O)O)O)NC(=O)C)O)O)O)O